C(NC(C=C)=O)NC(C=C)=O N,N'-methylene-bisacrylamide